C(CCOCCOCCOCCOCCCN)N 4,7,10,13-Tetraoxa-hexadecane-1,16-diamine